F[B-](F)(F)F.C(C)N1C=[N+](C=C1)C 1-ethyl-3-methylimidazolium tetrafluoroborate salt